C(C)(C)(C)OC(NCC1CC(CC1)O)=O ((3-hydroxycyclopentyl)methyl)carbamic acid tert-butyl ester